7-chloro-4-cyanobenzo[b]thiophene-3-carboxylic acid tert-butyl ester C(C)(C)(C)OC(=O)C=1C2=C(SC1)C(=CC=C2C#N)Cl